FC(C(C(S(=O)(=O)ON1C(CCC1=O)=O)(F)F)(F)F)(C(F)(F)F)F N-(nonafluoron-butylsulfonyloxy)succinimide